N1=NC(=NC=C1)N1C[C@@H](CC1)NC=1SC(=NN1)N N2-[(3R)-1-(1,2,4-triazin-3-yl)pyrrolidin-3-yl]-1,3,4-thiadiazole-2,5-diamine